2-hydroxy-N-(2-(5-methoxy-7-methyl-1H-indol-3-yl)ethyl)-4-methylbenzamide OC1=C(C(=O)NCCC2=CNC3=C(C=C(C=C23)OC)C)C=CC(=C1)C